OC1(CC(C1)C(=O)N1CC2(C1)CCC(CC2)CC2=CC=C1C(=N2)N(C=C1)C)C ((1s,3s)-3-hydroxy-3-methylcyclobutyl)(7-((1-methyl-1H-pyrrolo[2,3-b]pyridin-6-yl)methyl)-2-azaspiro[3.5]non-2-yl)methanone